N-hydroxy-3-(trifluoromethoxy)benzene-1-sulfonamide ONS(=O)(=O)C1=CC(=CC=C1)OC(F)(F)F